N-[4-(4-amino-7-piperidin-4-ylpyrrolo[2,1-f][1,2,4]triazin-5-yl)phenyl]-1-isopropyl-2,4-dioxo-3-phenyl-1,2,3,4-tetrahydropyrimidine-5-carboxamide NC1=NC=NN2C1=C(C=C2C2CCNCC2)C2=CC=C(C=C2)NC(=O)C=2C(N(C(N(C2)C(C)C)=O)C2=CC=CC=C2)=O